N-(2-fluoro-1-(4-fluorophenyl)ethyl)-4-nitro-N-phenethylbenzenesulfonamide FCC(C1=CC=C(C=C1)F)N(S(=O)(=O)C1=CC=C(C=C1)[N+](=O)[O-])CCC1=CC=CC=C1